3-Oxo-3-(4-(trifluoromethyl)bicyclo[2.2.1]heptan-1-yl)propanenitrile O=C(CC#N)C12CCC(CC1)(C2)C(F)(F)F